C1(=CC=CC=C1)S(=O)(=O)OCCCCCCCCCCCCCCCC.[K] potassium hexadecyl benzenesulphonate